C1(CC1)C=1C=C2C(=NC1)N(N=C2C2CCN(CC2)C(=O)OC(C)(C)C)COCC[Si](C)(C)C tert-butyl 4-(5-cyclopropyl-1-{[2-(trimethylsilyl)ethoxy]methyl} pyrazolo[3,4-b]pyridin-3-yl)piperidine-1-carboxylate